6-methoxy-2-((5s,8s)-1-methyl-2-oxo-1-azaspiro[4.5]Decane-8-yl)-2H-indazole-5-carboxamide COC=1C(=CC2=CN(N=C2C1)C1CCC2(CCC(N2C)=O)CC1)C(=O)N